3-[7-fluoro-8-(4-piperidyl)-2,3-dihydro-1,4-benzoxazin-4-yl]piperidine-2,6-dione FC1=C(C2=C(N(CCO2)C2C(NC(CC2)=O)=O)C=C1)C1CCNCC1